tert-butyl ((1-(fluoromethyl)cyclopropyl)methyl)carbamate FCC1(CC1)CNC(OC(C)(C)C)=O